3-amino-N-((1r,4r)-4-methoxycyclohexyl)-6-(thiazol-5-yl)pyrazine-2-carboxamide NC=1C(=NC(=CN1)C1=CN=CS1)C(=O)NC1CCC(CC1)OC